(2S)-2-{[(2-carboxy-ethyl)-hydroxy-phosphoryl]methyl}-glutaric acid C(=O)(O)CCP(=O)(O)C[C@H](C(=O)O)CCC(=O)O